6-(7,8-dihydro-5H-1,6-naphthyridin-6-yl)-4,5-dimethyl-N-(2-pyridylmethyl)pyridazine N1=CC=CC=2CN(CCC12)C1=C(C(=CNN1CC1=NC=CC=C1)C)C